C(=O)C=1C=C(OCCN2C=CC3=CC=C(C=C23)C(=O)NOC2OCCCC2)C=CC1 1-(2-(3-formylphenoxy)ethyl)-N-((tetrahydro-2H-pyran-2-yl)oxy)-1H-indole-6-carboxamide